tert-butyl 9-oxo-2-azaspiro[5.5]undecane-2-carboxylate O=C1CCC2(CCCN(C2)C(=O)OC(C)(C)C)CC1